cis-D-fucose O=C[C@H](O)[C@@H](O)[C@@H](O)[C@H](O)C